FC1=C(C=C(C=C1C)C1=C(C=C(C=C1C)F)C)[C@H](CC(=O)O)NC([C@H](CC(C)C)N1C(C(=NC(=C1)CCN(C)C)C)=O)=O (S)-3-(4,4'-difluoro-2',5,6'-trimethyl-[1,1'-biphenyl]-3-yl)-3-((S)-2-(5-(2-(dimethylamino)ethyl)-3-methyl-2-oxopyrazin-1(2H)-yl)-4-methylpentanamido)propanoic acid